BrCCCCCCCCCCN1C(C2=CC=CC=C2C1=O)=O 2-(10-bromodecyl)-2,3-dihydro-1H-isoindole-1,3-dione